1-chloro-3,6-bis(3,5-dimethylphenyl)-9H-carbazole ClC1=CC(=CC=2C3=CC(=CC=C3NC12)C1=CC(=CC(=C1)C)C)C1=CC(=CC(=C1)C)C